NC=1C(=CC(=C(C1)N1C(C(CC1)OC1CCCC1)=O)C)C 1-(5-amino-2,4-dimethyl-phenyl)-3-(cyclopentyloxy)pyrrolidin-2-one